O=C1N(C=2C=CC=CC2C=2N1C=CN2)CC=O 2-(5-oxoimidazo[1,2-c]quinazolin-6(5H)-yl)acetaldehyde